C(N1C(N(C2=NC(=NC=C12)NC=1C=C2C=CC=NC2=CC1C)C1(CCOCC1)C#N)=O)([2H])([2H])[2H] 4-(7-(methyl-d3)-2-((7-methylquinolin-6-yl)amino)-8-oxo-7,8-dihydro-9H-purin-9-yl)tetrahydro-2H-pyran-4-carbonitrile